2-(5-(3,5-dichlorophenyl)thiophen-2-yl)-N-(3-morpholinopropyl)acetamide ClC=1C=C(C=C(C1)Cl)C1=CC=C(S1)CC(=O)NCCCN1CCOCC1